5-(4-(6-(2-(Benzylamino)-2-oxoethyl)pyridin-3-yl)phenoxy)-N-hydroxypentanamide C(C1=CC=CC=C1)NC(CC1=CC=C(C=N1)C1=CC=C(OCCCCC(=O)NO)C=C1)=O